ClC1=C([C@]([C@H](C(C(=O)N)=C1F)C1=CC=CC2=C1CC(O2)(C2=CC=CC=C2)CN[C@@H]2CC[C@@H](CC2)O)(F)O)OC(F)F (2s,3s,4s)-5-chloro-6-fluoro-3-hydroxy-2-(((((cis)-4-hydroxycyclohexyl)amino)methyl)-2-phenyl-2,3-dihydrobenzofuran-4-yl)-4-(difluoromethoxy)-3-fluorobenzamide